ethyl 4-ethyl-1,5-dimethyl-1H-pyrazole-3-carboxylate C(C)C=1C(=NN(C1C)C)C(=O)OCC